C(#N)C1=C(SC2=C1C(=NC=C2F)C=2C1=C(C=3C=NC(=NC3C2F)N2[C@H]([C@H](CC2)N2CCOCC2)C)COC1)NC(OC(C)(C)C)=O tert-Butyl (3-cyano-7-fluoro-4-(5-fluoro-3-((2S,3S)-2-methyl-3-morpholinopyrrolidin-1-yl)-7,9-dihydrofuro[3,4-f]quinazolin-6-yl)thieno[3,2-c]pyridin-2-yl)carbamate